ClC1=CC=C(C=C1)CN1C([C@H](CS(C2=C1C=C(C(=C2)C)C=2OC(=NN2)C(C)(C)C#N)(=O)=O)NC(OC(C)(C)C)=O)=O tert-butyl N-[(3R)-5-[(4-chlorophenyl)methyl]-7-[5-(1-cyano-1-methyl-ethyl)-1,3,4-oxadiazol-2-yl]-8-methyl-1,1,4-trioxo-2,3-dihydro-1λ6,5-benzothiazepin-3-yl]carbamate